(1R,2S,3R,4R,5S,6R)-3,4,5-tri(benzyloxy)-2-((benzyloxy)methyl)-6-(4-chloro-3-(4-Ethoxybenzyl)phenyl)cyclohexanol C(C1=CC=CC=C1)O[C@@H]1[C@H]([C@@H]([C@H]([C@@H]([C@H]1OCC1=CC=CC=C1)OCC1=CC=CC=C1)C1=CC(=C(C=C1)Cl)CC1=CC=C(C=C1)OCC)O)COCC1=CC=CC=C1